1-[3-({1-[2-(diethylamino)ethyl]-1H,2H,3H-pyrido[2,3-b][1,4]oxazin-7-yl}amino)-5,5-dimethyl-5H-chromeno[3,4-d]pyrimidin-8-yl]pyrrolidin-2-one C(C)N(CCN1C2=C(OCC1)N=CC(=C2)NC2=NC=C1C(=N2)C(OC=2C=C(C=CC21)N2C(CCC2)=O)(C)C)CC